7-chloro-2,3-dihydro-5H-[1,4]oxaazino[2,3,4-ij]quinolin-5-one ClC1=CC(N2C3=C(C=CC=C13)OCC2)=O